5-[bis(4-methoxybenzyl)aminocarbonyloxymethoxy]dimethylaminobenzylamine COC1=CC=C(CN(C(=O)OCOC=2C=CC=C(CNN(C)C)C2)CC2=CC=C(C=C2)OC)C=C1